C(C)(=O)N[C@H]1C[C@@H](C[C@@H]1F)C(=O)O |r| (±)-(1s,3s,4s)-3-acetamido-4-fluorocyclopentane-1-carboxylic acid